N1C[C@@H](CCC1)C#N (R)-piperidine-3-carbonitrile